FC=1C(=C(C=CC1)C=1C=C2C(=NN1)NC[C@]1(N2C[C@@H](C1)OC=1C=C(C#N)C(=CN1)CO)C)O 2-(((6aS,8R)-2-(3-fluoro-2-hydroxyphenyl)-6a-methyl-5,6,6a,7,8,9-hexahydropyrrolo[1',2':4,5]pyrazino[2,3-c]pyridazin-8-yl)oxy)-5-(hydroxymethyl)isonicotinonitrile